N-[(1S)-1-{1-[5-(3-oxomorpholin-4-yl)pyridin-2-yl]-1H-1,2,4-triazol-5-yl}ethyl]-3,5-bis(trifluoromethyl)benzamide O=C1N(CCOC1)C=1C=CC(=NC1)N1N=CN=C1[C@H](C)NC(C1=CC(=CC(=C1)C(F)(F)F)C(F)(F)F)=O